1-cyclopropyl-N-(6-(2-hydroxypropan-2-yl)-2-((1r,4r)-4-(piperazin-1-yl)cyclohexyl)-2H-indazol-5-yl)-2-oxo-1,2-dihydropyridine-3-carboxamide C1(CC1)N1C(C(=CC=C1)C(=O)NC1=CC2=CN(N=C2C=C1C(C)(C)O)C1CCC(CC1)N1CCNCC1)=O